3,3,5-trimethylcyclohexylamino-2-methylpropane-1-sulfonic acid CC1(CC(CC(C1)C)NC(C(C)C)S(=O)(=O)O)C